BrC1=CC=C(C=C1)NC(=O)N[C@H](C(=O)OC(C)(C)C)CC1=CC=CC=C1 tert-Butyl (2S)-2-{[(4-Bromophenyl)carbamoyl]amino}-3-phenylpropanoate